(S)-4-(8-((5-methoxy-7-methyl-1H-indol-4-yl)methyl)-8-azadispiro[2.1.55.13]undecan-7-yl)benzoic acid COC=1C(=C2C=CNC2=C(C1)C)CN1[C@@H](CC2(CC3(CC3)C2)CC1)C1=CC=C(C(=O)O)C=C1